Cl.CC1=CC=C(C=N1)NC(OC1=CC=CC=C1)=O Phenyl (6-methylpyridin-3-yl)carbamate hydrochloride